4'-((4-(4-cyclopropylpiperazine-1-carbonyl)pyridine-2,6-diyl)bis(1H-1,2,3-triazole-4,1-diyl))bis(2-hydroxybenzoic acid) C1(CC1)N1CCN(CC1)C(=O)C1=CC(=NC(=C1)C=1N=NN(C1)C=1C(=C(C(=O)O)C=CC1)O)C=1N=NN(C1)C=1C(=C(C(=O)O)C=CC1)O